C(=C)[Si](O[Si](O[Si](C)(C)C=C)(C)C)(C)C 1,5-divinyl-1,1,3,3,5,5-hexamethyltrisiloxane